C1(=CC=CC=C1)/C=C/C(=O)OC methyl (E)-3-phenyl-2-propenoate